rac-5-((1S,2R)-2-(((tert-butyldimethylsilyl)oxy)methyl)cyclopropyl)-6-methyl-1-(tetrahydro-2H-pyran-2-yl)-4-(4,4,5,5-tetramethyl-1,3,2-dioxaborolan-2-yl)-1H-indazole [Si](C)(C)(C(C)(C)C)OC[C@H]1[C@H](C1)C=1C(=C2C=NN(C2=CC1C)[C@@H]1OCCCC1)B1OC(C(O1)(C)C)(C)C |&1:22|